FC(C1=CC(=NN1CC1=CC=C(C(=O)O)C=C1)C1=NC(=NO1)C1(CC1)C1=C(C=CC=C1)C)F 4-((5-(difluoromethyl)-3-(3-(1-(o-tolyl)cyclopropyl)-1,2,4-oxadiazol-5-yl)-1H-pyrazol-1-yl)methyl)benzoic acid